COC1=CC=C(CN2N=CC3=CC=C(C=C23)N2N=C(CC2=O)C)C=C1 1-(1-(4-methoxybenzyl)-1H-indazol-6-yl)-3-methyl-1H-pyrazol-5(4H)-one